bis-triphenylphosphine palladium (II) chloride [Pd](Cl)Cl.C1(=CC=CC=C1)P(C1=CC=CC=C1)C1=CC=CC=C1.C1(=CC=CC=C1)P(C1=CC=CC=C1)C1=CC=CC=C1